5-(2-Fluoro-6-hydroxy-4-(2-(isopentylamino)pyrimidin-5-yl)phenyl)-1,2,5-thiadiazolidin-3-one-1,1-dioxide FC1=C(C(=CC(=C1)C=1C=NC(=NC1)NCCC(C)C)O)N1CC(NS1(=O)=O)=O